N[C@H](CC1=C(C2=NC(=CC(=C2S1)NCC=1OC=CC1)Cl)C)C 2-[(2S)-2-aminopropyl]-5-chloro-N-[(furan-2-yl)methyl]-3-methylthieno[3,2-b]pyridin-7-amine